C1=CC=CC=2C3=CC=CC=C3N(C12)C1=C(C(=C(C(=C1N1C2=CC=CC=C2C=2C=CC=CC12)C=1SC2=C(N1)C=CC=C2)N2C1=CC=CC=C1C=1C=CC=CC21)N2C1=CC=CC=C1C=1C=CC=CC21)C=2SC1=C(N2)C=CC=C1 2,2'-(2,3,5,6-tetra(9H-carbazol-9-yl)-1,4-phenylene)bis(benzo[d]thiazole)